butyl-triphenyl-phosphonium histidine salt N[C@@H](CC1=CNC=N1)C(=O)[O-].C(CCC)[P+](C1=CC=CC=C1)(C1=CC=CC=C1)C1=CC=CC=C1